C(CCC)C1(CC1)C(/C=C/[C@H]1[C@@H](C[C@H]2[C@@H]1CCC1=C(O2)C(=C(C=C1)C(=O)O)C)O)O (1R,2R,3aS,10aR)-1-[(1E,3ξ)-3-(1-butylcyclopropyl)-3-hydroxy-1-propen-1-yl]-2-hydroxy-5-methyl-2,3,3a,9,10,10a-hexahydro-1H-benzo[b]cyclopenta[f]oxepin-6-carboxylic acid